BrC1=C(SC=2N=CN=C(C21)O[C@@H](C(=O)OCC)CC2=C(C=CC=C2)OCC2=NC(=NC=C2)C2=C(C=CC=C2)OCCO)C2=CC=C(C=C2)F ethyl (2R)-2-[5-bromo-6-(4-fluorophenyl)thieno[2,3-d]pyrimidin-4-yl]oxy-3-[2-[[2-[2-(2-hydroxyethoxy) phenyl]pyrimidin-4-yl]methoxy]phenyl]propanoate